tert-butyl ((1r,4r)-4-((3-(2,5-difluorophenyl)-3-hydroxy-2-oxoindolin-1-yl)methyl)cyclohexyl)carbamate FC1=C(C=C(C=C1)F)C1(C(N(C2=CC=CC=C12)CC1CCC(CC1)NC(OC(C)(C)C)=O)=O)O